OC=1C=C2CC[C@H]([C@H](C2=CC1)C1=CC=C(C=C1)N1CCC(CC1)C=O)C1=CC(=CC=C1)OC(F)(F)F 1-[4-[(1S,2R)-6-hydroxy-2-[3-(trifluoromethoxy)phenyl]tetralin-1-yl]phenyl]piperidine-4-carbaldehyde